1'-((6-bromo-2-(2,6-dioxopiperidin-3-yl)-1-oxoisoindolin-5-yl)methyl)-N-(5-(((5-(tert-butyl)oxazol-2-yl)methyl)thio)thiazol-2-yl)-[1,4'-bipiperidine]-4-carboxamide BrC1=C(C=C2CN(C(C2=C1)=O)C1C(NC(CC1)=O)=O)CN1CCC(CC1)N1CCC(CC1)C(=O)NC=1SC(=CN1)SCC=1OC(=CN1)C(C)(C)C